C(C)(C)(C)OC(=O)NNC(=O)N1C(\C(\C2=CC(=CC=C12)F)=C/C=1NC(=C(C1C)C(NCCN(CC)CC)=O)C)=O (Z)-2-(3-((4-((2-(diethylamino)ethyl)carbamoyl)-3,5-dimethyl-1H-pyrrol-2-yl)methylene)-5-fluoro-2-oxoindole-1-carbonyl)hydrazine-1-carboxylic acid tert-butyl ester